4-methyl-4-nitropentane CC(CCC)(C)[N+](=O)[O-]